ClC1=CC=C(CC=2C3=C(C=4N(N2)C(=NN4)CC4CCOCC4)N=CC(=C3)N3CC4(COC4)C3)C=C1 6-(4-chlorobenzyl)-8-(2-oxa-6-azaspiro[3.3]heptan-6-yl)-3-(tetrahydro-2H-pyran-4-ylmethyl)pyrido[2,3-d][1,2,4]triazolo[4,3-b]pyridazine